O(C1=CC=CC=C1)C1=CC=C(C=C1)S(=O)(=O)N1CC(OCC1)C1=C(SC2=C1C=CC=C2)C(=O)N [4-(4-phenoxyphenyl)sulfonylmorpholin-2-yl]benzothiophene-2-carboxamide